FC=1C=CC=2C(CCCC2C1OC)=O 3-fluoro-4-methoxy-8-oxo-5,6,7,8-tetrahydronaphthalene